C(#N)C=1C=CC(=NC1)C=1C(=C(C(=O)N)C=C(C1)C1=C2C(=NC=C1)N(C(C2(C)C)=O)C=2C=NC=CC2)C(F)(F)F (5-cyanopyridin-2-yl)-5-(3,3-dimethyl-2-oxo-1-(pyridin-3-yl)-2,3-dihydro-1H-pyrrolo[2,3-b]pyridin-4-yl)-2-(trifluoromethyl)benzamide